CN1C(CCC1)CC(CC(=O)O)=O 4-(1-methyl-2-pyrrolidyl)-3-oxobutanic acid